hexyldecanol myristyl-methylaminopropionate (Hexyldecyl-myristoyl-methylaminopropionate) C(CCCCC)C(C(C(=O)O)(NC)C(CCCCCCCCCCCCC)=O)CCCCCCCCCC.C(CCCCCCCCCCCCC)C(C(=O)O)(C)NC.C(CCCCC)C(CCCCCCCCC)O